C1(CC1)N(CCC(C(=O)O)NC(=O)OCC1=CC=C(C=C1)C(F)(F)F)CCCCC1=NC=2NCCCC2C=C1 4-[cyclopropyl-[4-(5,6,7,8-tetrahydro-1,8-naphthyridin-2-yl)butyl]amino]-2-[[4-(trifluoromethyl)phenyl]methoxycarbonylamino]butanoic acid